4-[3-[2,6-Dichloro-4-[(2S)-2-methyl-4-(oxetan-3-yl)piperazin-1-yl]benzoyl]-2,4-dihydro-1,3-benzoxazin-8-yl]-5-fluoro-2-(3-oxa-8-azabicyclo[3.2.1]octan-8-yl)benzoic acid ClC1=C(C(=O)N2COC3=C(C2)C=CC=C3C3=CC(=C(C(=O)O)C=C3F)N3C2COCC3CC2)C(=CC(=C1)N1[C@H](CN(CC1)C1COC1)C)Cl